4-hexyl-1-naphthalenesulfonic acid C(CCCCC)C1=CC=C(C2=CC=CC=C12)S(=O)(=O)O